BrC=1N=C2C(=NC1)NC=C2Cl 2-bromo-7-chloro-5H-pyrrolo[2,3-b]pyrazine